C(C)C=1C(=CC=C2C=C(C=C(C12)C1=C(C=C2C(=NC(=NC2=C1F)OC[C@]12CCCN2C[C@@H](C1)F)N1CC2(CC(N2)=O)CCC1)F)O)F 6-(7-(8-ethyl-7-fluoro-3-hydroxynaphthalen-1-yl)-6,8-difluoro-2-(((2R,7aS)-2-fluorohexahydro-1H-pyrrolizin-7a-yl)methoxy)quinazolin-4-yl)-1,6-diazaspiro[3.5]nonan-2-one